C(CC)OC1=C(C(=NC=C1)N1CCC(CC1)C#N)C(F)(F)F 1-(4-propoxy-3-(trifluoromethyl)pyridin-2-yl)piperidine-4-carbonitrile